C(C1=CC=CC=C1)NC(C(C1=CC(=CC(=C1)OC)OC)N(C(CCCN1CC=CC=C1)=O)CCOC)=O N-(2-(benzylamino)-1-(3,5-dimethoxyphenyl)-2-oxoethyl)-N-(2-methoxyethyl)-4-(pyridin-1-yl)butanamide